tert-butyl (2R,6S)-4-(1-((2,8-dimethyl-[1,2,4]triazolo[1,5-a]pyrazin-6-yl)carbamoyl)-2,3-dihydro-1H-pyrrolo[2,3-b]pyridin-4-yl)-2,6-dimethylpiperazine-1-carboxylate CC1=NN2C(C(=NC(=C2)NC(=O)N2CCC=3C2=NC=CC3N3C[C@H](N([C@H](C3)C)C(=O)OC(C)(C)C)C)C)=N1